C(C)(C)(C)N(C(O)=O)C[C@H](C)C1=CC(=CC=C1)NC1=NC(=C(N=C1C(N)=O)CC)C1CC1.NCCCN1CCNCC1 1-(3-aminopropyl)Piperazine tert-butyl-(R)-(2-(3-((3-carbamoyl-6-cyclopropyl-5-ethylpyrazin-2-yl)amino)phenyl)propyl)carbamate